tert-butyl (S)-(3-(benzyloxy)-2-(but-3-en-2-ylcarbamoyl)-4-oxo-5-((2,4,6-trifluorobenzyl)carbamoyl)pyridin-1(4H)-yl)carbamate C(C1=CC=CC=C1)OC1=C(N(C=C(C1=O)C(NCC1=C(C=C(C=C1F)F)F)=O)NC(OC(C)(C)C)=O)C(N[C@@H](C)C=C)=O